C(C)(C)(C)C1=CC(=NO1)N=C=O 5-(tert-butyl)-3-isocyanatoisoxazole